3-(2,5-dichloropyrimidin-4-yl)-6-methyl-1H-indole ClC1=NC=C(C(=N1)C1=CNC2=CC(=CC=C12)C)Cl